4-decenyl-2,6-diisopropylphenol C(=CCCCCCCCC)C1=CC(=C(C(=C1)C(C)C)O)C(C)C